O(C1=CC=CC=C1)C=1C(=NC=CC1)C1=NC=2N(C(=C1)N1CCOCC1)N=C(C2)C2=CC=NC=C2 4-(5-(3-phenoxypyridin-2-yl)-2-(pyridin-4-yl)pyrazolo[1,5-a]pyrimidin-7-yl)morpholine